tert-butyl (2R,4E)-4-(3-benzyloxypropylidene)-2-methyl-piperidine-1-carboxylate C(C1=CC=CC=C1)OCC\C=C/1\C[C@H](N(CC1)C(=O)OC(C)(C)C)C